NC=1C=2N(C3=CC(=C(C=C3N1)F)C(=O)N(C)[C@@H](C)C1=C(C=C(C=C1)C(F)(F)F)F)C=NC2 (S)-4-amino-7-fluoro-N-(1-(2-fluoro-4-(trifluoromethyl)phenyl)ethyl)-N-methylimidazo[1,5-a]quinoxaline-8-carboxamide